ClC=1C(=CC(=C(C1)S(=O)(=O)NC=1SC=CN1)F)NCCCCN1CC2NCCCC2C1 5-chloro-2-fluoro-4-{[4-(octahydro-6H-pyrrolo[3,4-b]pyridin-6-yl)butyl]amino}-N-1,3-thiazol-2-ylbenzenesulfonamide